N-{[4-(benzenesulfonyl)phenyl]methyl}-1H-pyrrolo[2,3-c]pyridine C1(=CC=CC=C1)S(=O)(=O)C1=CC=C(C=C1)CN1C=CC=2C1=CN=CC2